benzodiazepineBenzoic acid N1N=C(C=CC2=C1C=CC=C2)C2=CC=CC=C2C(=O)O